C(#C)C1=C(NC2=CC=C(C=C12)F)C(=O)N1CCOCC1 (3-Ethynyl-5-fluoro-1H-indol-2-yl)(morpholinyl)methanone